1-methylcyclopentyl (4-nitrophenyl) carbonate C(OC1(CCCC1)C)(OC1=CC=C(C=C1)[N+](=O)[O-])=O